COC1=CC=C(CSC=2C=CC=3N(N2)C(N(N3)C)=O)C=C1 6-((4-methoxybenzyl)thio)-2-methyl-[1,2,4]triazolo[4,3-b]pyridazin-3(2H)-one